C1(CC1)COC1=C(C=CC(=N1)C(=O)NC(C(=O)OCCCF)(CC)CC)N1CCCC1 3-fluoropropyl 2-{[6-(cyclopropylmethoxy)-5-(pyrrolidin-1-yl)pyridine-2-carbonyl] amino}-2-ethylbutanoate